C1(CC1)C1=C(C(=NO1)C1=C(C=CC=C1Cl)Cl)CO[C@H]1[C@@H]2C(N([C@H](C1)C2)C2=CC(=C(C=C2)CCC(=O)O)F)=O 3-[4-[(1S,4R,5R)-5-[[5-cyclopropyl-3-(2,6-dichlorophenyl)-1,2-oxazol-4-yl]methoxy]-3-oxo-2-azabicyclo[2.2.1]heptan-2-yl]-2-fluorophenyl]propanoic acid